CN(C1(CCC2(CN(C(N2)=O)C=2C=NC(=NC2)C2=CC=C(C#N)C=C2)CC1)C1=CC=CC=C1)C cis-4-[5-(8-Dimethylamino-2-oxo-8-phenyl-1,3-diazaspiro[4.5]decan-3-yl)-pyrimidin-2-yl]-benzonitrile